CC(COCCOCCOCCO)(N)O methyl-aminotetraethyleneglycol